1-((3-((3R,5R)-5-(4-chlorophenyl)tetrahydro-furan-3-yl)-1,2,4-oxadiazol-5-yl)methyl)-7-methyl-1,7-dihydro-6H-purin-6-one-2-d ClC1=CC=C(C=C1)[C@H]1C[C@@H](CO1)C1=NOC(=N1)CN1C(=NC=2N=CN(C2C1=O)C)[2H]